N-(1-METHYL-1-PHENYL-ETHYL)-6-(TRIFLUOROMETHYL)-7H-PYRROLO[2,3-D]PYRIMIDIN-4-AMINE CC(C)(C1=CC=CC=C1)NC=1C2=C(N=CN1)NC(=C2)C(F)(F)F